(3-((6-amino-8-bromo-2-fluoro-9H-purine-9-yl)methyl)-5-methoxybenzyl)(5-(hydroxymethyl)pyridin-3-yl)carbamic acid tert-butyl ester C(C)(C)(C)OC(N(C=1C=NC=C(C1)CO)CC1=CC(=CC(=C1)OC)CN1C2=NC(=NC(=C2N=C1Br)N)F)=O